BrC=1C=C(C#N)C=C(C1)C(F)(F)F 3-bromo-5-(trifluorometh-yl)benzonitrile